ClC=1C=CC(=NC1)C#N 5-chloro-2-cyanopyridin